ClC1=CC(=NC(=C1C#N)Cl)C(=O)O 4,6-dichloro-5-cyanopicolinic acid